CC(C)OC1CCN(CC1)CC1(CCC1)CNC(=O)C1=CC2=C(S1)CCCCCC2 N-[[1-[(4-propan-2-yloxypiperidin-1-yl)methyl]cyclobutyl]methyl]-4,5,6,7,8,9-hexahydrocycloocta[b]thiophene-2-carboxamide